Acrylnitryl-t-Butylmethacrylat C(=O)(C=C)CC(C(=O)[O-])=C(C(C)(C)C)[N+](=O)[O-]